methyl (S)-2-(3-aminoprop-1-yn-1-yl)-4-(((1-(2-(4-(4-chlorophenyl)-2,3,9-trimethyl-6H-thieno[3,2-f][1,2,4]triazolo[4,3-a][1,4]diazepin-6-yl)acetyl)piperidin-4-yl)methyl)amino)benzoate NCC#CC1=C(C(=O)OC)C=CC(=C1)NCC1CCN(CC1)C(C[C@H]1C=2N(C3=C(C(=N1)C1=CC=C(C=C1)Cl)C(=C(S3)C)C)C(=NN2)C)=O